(4-(4-chloro-2-(1-methyl-1H-pyrazol-4-yl)phenyl)-4-hydroxy-2-methylenebutanoyl)glycine ClC1=CC(=C(C=C1)C(CC(C(=O)NCC(=O)O)=C)O)C=1C=NN(C1)C